ClC1=CC=C(OC2=CC=C3C(CCOC3=C2)N)C=C1 7-(4-chlorophenoxy)chroman-4-amine